C1(=CC=CC=C1)C(CO)O 1-phenyl-1,2-ethanediol